1,5-naphthalenedisulphonate C1(=CC=CC=2C(=CC=CC12)S(=O)(=O)[O-])S(=O)(=O)[O-]